BrC1=C(C(=C(C=C1)NC(C)=O)C)F N-(4-bromo-3-fluoro-2-methylphenyl)acetamide